COC1=CC=2N=CN=C(C2N=C1NC(=O)[C@@]1(CN(CC1)C)C(F)(F)F)C=1C(=NN(C1)C)C1=CC=CC=C1 (R)-N-(7-methoxy-4-(1-methyl-3-phenyl-1H-pyrazol-4-yl)pyrido[3,2-d]pyrimidin-6-yl)-1-methyl-3-(trifluoromethyl)pyrrolidine-3-carboxamide